CNC1=CC=NC2=CC=C(C=C12)C1=NC=CC(=C1)NC(C=C)=O N-{2-[4-(methylamino)quinolin-6-yl]pyridin-4-yl}prop-2-enamide